(S)-4-(2-(3-fluorobenzamido)-3-phenylpropanamido)benzene-1-sulfonyl chloride FC=1C=C(C(=O)N[C@H](C(=O)NC2=CC=C(C=C2)S(=O)(=O)Cl)CC2=CC=CC=C2)C=CC1